methyl-2-naphthalenesulfonate COS(=O)(=O)C1=CC2=CC=CC=C2C=C1